(4-(naphthalen-2-yl)phenyl)boronic acid C1=C(C=CC2=CC=CC=C12)C1=CC=C(C=C1)B(O)O